(3S,4R,5R,6S)-1-{6-[(4'-fluoro-4-biphenylyl)methoxy]hexyl}-3,4,5,6-azepanetetrol FC1=CC=C(C=C1)C1=CC=C(C=C1)COCCCCCCN1C[C@@H]([C@H]([C@@H]([C@H](C1)O)O)O)O